ClC=1C=C(C=CC1C(=O)N1CC(C1)(F)F)NC1CN(C1)C1CCN(CC1)C(C(C(F)(F)F)(C1=CC=CC=C1)O)=O 1-(4-(3-(3-chloro-4-(3,3-difluoroazetidine-1-carbonyl)phenylamino)azetidin-1-yl)piperidin-1-yl)-3,3,3-trifluoro-2-hydroxy-2-phenylpropan-1-one